ClC=1N=C2C(=C(C(N(C2=CC1)C)=O)C#N)N1CCN(CC1)CC1=CC=CC2=CC=CC=C12 6-chloro-1-methyl-4-(4-(naphthalen-1-ylmethyl)piperazin-1-yl)-2-oxo-1,2-dihydro-1,5-naphthyridine-3-carbonitrile